(4-bromophenyl)-6-methoxy-2'-oxospiro[indoline-2,3'-pyrrolidine]-1-Carboxylic acid Tert-butyl ester C(C)(C)(C)OC(=O)N1C2=CC(=CC=C2CC12C(N(CC2)C2=CC=C(C=C2)Br)=O)OC